C(C1=CC=CC=C1)C1(CN(CCC1)C(=O)OC(C)(C)C)C(=O)O 3-benzyl-1-(t-butoxycarbonyl)piperidine-3-carboxylic acid